S(=O)(=O)(O)CCNC(CC[C@@H](C)[C@H]1CC[C@H]2[C@@H]3CC[C@@H]4C[C@@H](CC[C@]4(C)[C@H]3CC[C@]12C)OS(=O)(=O)O)=O 3α-Sulfooxy-5β-cholanic acid N-(2-sulphoethyl)-amide